fluoro-7-(4-fluoro-phenyl)-4-methoxy-thiazolo[4,5-c]pyridin FC=1SC2=C(C(=NC=C2C2=CC=C(C=C2)F)OC)N1